tetraaminopalladium dihydrogencarbonate C(O)(O)=O.N[Pd](N)(N)N